O[C@@H]1C[C@H]2[C@H](N([C@@H]1C2)C(=O)OC(C)(C)C)C(=O)OCC 2-tert-butyl 3-ethyl (1R,3S,4S,6R)-6-hydroxy-2-azabicyclo[2.2.1]heptane-2,3-dicarboxylate